C(C)(C)N1C=CC=2C1=CN=C(C2)C2=NSC(=N2)NC=2C(=NC=CN2)N(C(C)=O)C N-(3-(3-(1-isopropyl-1H-pyrrolo[2,3-c]pyridin-5-yl)-1,2,4-thiadiazol-5-ylamino)pyrazin-2-yl)-N-methylacetamide